CC1=CC=C(C=C1)S(=O)(=O)O[C@@H]1CC2(CC(N2)C(=O)OCC)CC1 ethyl (6S)-6-{[(4-methylphenyl)sulfonyl]oxy}azaspiro[3.4]octane-2-carboxylate